CN1CCN(CC1)CCCOC1=CC2=C(N(C=N2)C2=CC=C(C=C2)[NH-])C=C1 (4-{5-[3-(4-methylpiperazin-1-yl)propoxyl]benzimidazol-1-yl}phenyl)amid